C(#C)C1(CNCCOC1)O 6-ethynyl-1,4-oxazepan-6-ol